(2S)-2-amino-2-cyclobutyl-acetic acid methyl ester COC([C@H](C1CCC1)N)=O